2-isopropyl-2H-[1,2,4]triazol C(C)(C)N1N=CN=C1